2-(2-chlorophenyl)-N-(4-(((1-methyl-1H-imidazol-4-yl)oxy)methyl)-3-sulfamoylphenyl)acetamide ClC1=C(C=CC=C1)CC(=O)NC1=CC(=C(C=C1)COC=1N=CN(C1)C)S(N)(=O)=O